5-Hydroxy-N-methyltryptamin OC1=CC=C2NC=C(CCNC)C2=C1